N1=C(N=CC=C1)C(C=C)=O 1-(2-pyrimidinyl)-2-propen-1-one